NC1=CC=C(C=C1)CCCC1=CC=C(O1)C(=O)O 5-(3-(4-aminophenyl)propyl)furan-2-carboxylic acid